4'-butoxyazobenzene C(CCC)OC1=CC=C(C=C1)N=NC1=CC=CC=C1